methyl 1-(1,1-bis(pyridin-2-yl) ethyl)-6-(1-methyl-7-oxo-6,7-dihydro-1H-pyrrolo[2,3-c]pyridin-3-yl)-1H-indole-4-carboxylate N1=C(C=CC=C1)C(C)(C1=NC=CC=C1)N1C=CC=2C(=CC(=CC12)C1=CN(C=2C(NC=CC21)=O)C)C(=O)OC